5-[4-amino-5-(trifluoromethyl)pyrrolo[2,1-f][1,2,4]triazin-7-yl]-4-fluoro-N-[(3R,4S)-4-fluoro-1-(2,3,3,3-tetrafluoro-2-methylpropanoyl)pyrrolidin-3-yl]-2-methylbenzamide NC1=NC=NN2C1=C(C=C2C=2C(=CC(=C(C(=O)N[C@@H]1CN(C[C@@H]1F)C(C(C(F)(F)F)(C)F)=O)C2)C)F)C(F)(F)F